5'-O-(4,4'-dimethoxytrityl)-2'-deoxy-2'-fluoro-2-N-isobutyrylguanosine COC1=CC=C(C(C2=CC=C(C=C2)OC)(C2=CC=CC=C2)OC[C@@H]2[C@H]([C@H]([C@@H](O2)N2C=NC=3C(=O)NC(NC(C(C)C)=O)=NC23)F)O)C=C1